C(CCCCCCC(C)C)C1(CCC(CC1)(C(=O)O)CCCCCCCC(C)C)C(=O)O diisodecyl-cyclohexane-1,4-dicarboxylic acid